C(C)OC([C@@H](NC(C1=CN=CC=C1)=O)CS)=O N-nicotinoylcysteine ethyl ester